BrC=1SC(=CC1C)C 2-bromo-3,5-dimethylthiophene